2-Nitrothioxanthone [N+](=O)([O-])C1=CC=2C(C3=CC=CC=C3SC2C=C1)=O